ClC1=CC(=C(C=C1)C1=CC(=CC=C1)C1=NC2=CC=CC=C2C(=N1)C1=CC=CC=C1)C1=NC(=NC(=N1)C1=CC=CC=C1)C1=CC=CC=C1 2-(4'-chloro-2'-(4,6-diphenyl-1,3,5-triazin-2-yl)-[1,1'-biphenyl]-3-yl)-4-phenylquinazoline